(E)-5-(5-(3-(4-Hexylphenyl)-3-oxoprop-1-en-1-yl)furan-2-yl)-2-hydroxybenzoic acid C(CCCCC)C1=CC=C(C=C1)C(/C=C/C1=CC=C(O1)C=1C=CC(=C(C(=O)O)C1)O)=O